COC(C1=C(C=C(C=C1F)C=1C(=NC=CC1)OC1CCCC1)F)=O 4-[2-(cyclopentyloxy)-3-pyridinyl]-2,6-difluoro-benzoic acid methyl ester